(n-butylcyclopentadienyl)hafnium triethoxide [O-]CC.[O-]CC.[O-]CC.C(CCC)C1(C=CC=C1)[Hf+3]